tert-Butyl (S)-2-(((S)-1-cyano-2-(2-fluoro-4-(3-methyl-2-oxo-2,3-dihydrobenzo[d]oxazol-5-yl)phenyl)ethyl)carbamoyl)-1,4-oxazepane-4-carboxylate C(#N)[C@H](CC1=C(C=C(C=C1)C=1C=CC2=C(N(C(O2)=O)C)C1)F)NC(=O)[C@H]1OCCCN(C1)C(=O)OC(C)(C)C